tert-butyl 4-[3-[4-[3-(benzyloxycarbonylamino)propyl] piperazin-1-yl]propoxy]piperidine-1-carboxylate C(C1=CC=CC=C1)OC(=O)NCCCN1CCN(CC1)CCCOC1CCN(CC1)C(=O)OC(C)(C)C